tert-butyl (3-(2-amino-4-bromo-5-methoxyphenyl)prop-2-yn-1-yl)carbamate NC1=C(C=C(C(=C1)Br)OC)C#CCNC(OC(C)(C)C)=O